C(C)OC(=O)[C@H]1[C@@H](C1)C1=NC(=CC=C1)NC(=O)OC(C)(C)C |r| (±)-trans-Ethyl-2-(6-((tert-butoxycarbonyl)amino)pyridin-2-yl)cyclopropanecarboxylate